(R)-5-(3-cyclohexyl-7-(2-fluorophenoxy)-2-methyl-1,1-dioxido-5-phenyl-2,3,4,5-tetrahydrobenzo[f][1,2,5]thiadiazepin-8-yl)-2-fluorobenzoic acid C1(CCCCC1)[C@H]1N(S(C2=C(N(C1)C1=CC=CC=C1)C=C(C(=C2)C=2C=CC(=C(C(=O)O)C2)F)OC2=C(C=CC=C2)F)(=O)=O)C